(6-(2-(3-methylbenzylidene)hydrazinyl)-2-morpholino-9H-purin-9-yl)-1-phenylethan-1-one CC=1C=C(C=NNC2=C3N=CN(C3=NC(=N2)N2CCOCC2)CC(=O)C2=CC=CC=C2)C=CC1